Decanedioic acid, bis(2-ethylhexyl) ester C(CCCCCCCCC(=O)OCC(CCCC)CC)(=O)OCC(CCCC)CC